6-bromo-1-cyclobutyl-1H-indole-2-carboxylic acid ethyl ester C(C)OC(=O)C=1N(C2=CC(=CC=C2C1)Br)C1CCC1